(Z)-1-(3,4-difluoro-2-methoxyphenyl)-4,4,4-trifluoro-3-(1-methyl-1H-pyrazol-4-yl)but-2-en-1-one FC=1C(=C(C=CC1F)C(\C=C(/C(F)(F)F)\C=1C=NN(C1)C)=O)OC